NC=1C2=C(N=CN1)N(C=C2)[C@@H]2C=C([C@H]([C@H]2O)O)CCC=2C=C(C(=C1CC(NCC21)C)F)C(F)F (1s,2r,5r)-5-(4-amino-7H-pyrrolo[2,3-d]pyrimidin-7-yl)-3-(2-(6-(difluoromethyl)-5-fluoro-3-methyl-1,2,3,4-tetrahydroisoquinolin-8-yl)ethyl)cyclopent-3-ene-1,2-diol